C(C)(C)(C)OC([C@H](CC1CC1)OC1=C(C=C(C=C1)Br)C1=NOCC1OCCCC)=O (2S)-2-[4-bromo-2-(4-butoxy-4,5-dihydroisoxazol-3-yl)phenoxy]-3-cyclopropylpropionic acid tert-butyl ester